N1-(2-aminoethyl)-N2-(2-(4-(2-aminoethyl)piperazin-1-yl)ethyl)ethane-1,2-diamine NCCNCCNCCN1CCN(CC1)CCN